2-(3-amino-7-chlorodibenzo[b,e][1,4]dioxin-2-yl)propanol NC=1C(=CC2=C(OC3=C(O2)C=CC(=C3)Cl)C1)C(CO)C